Cl.ClCC1=NC(=CC=C1)C1CC1 2-(chloromethyl)-6-cyclopropylpyridine hydrochloride